ClC=1C=CC(=C(C1)[C@@H]1NCCC1)F (R)-2-(5-chloro-2-fluorophenyl)pyrrolidine